2,3-diphenyl-4-methyl-1-pentene C1(=CC=CC=C1)C(=C)C(C(C)C)C1=CC=CC=C1